(aminomethyl)-1-(tert-butoxycarbonyl)piperidine-4-carboxylic acid NCC1N(CCC(C1)C(=O)O)C(=O)OC(C)(C)C